N=S(=O)(C)CCC=1C=NN(C1)C1=CC=NC2=CC(=CC=C12)OC imino({2-[1-(7-methoxyquinolin-4-yl)-1H-pyrazol-4-yl]ethyl})methyl-λ6-sulfanone